2-(dimethylaminomethylene)-5-methyl-cyclohexane-1,3-dione CN(C)C=C1C(CC(CC1=O)C)=O